ClC=1C=C(C=CC1C(=O)N1CCNCC1)NC(=O)C=1N(C(=CN1)C1=C(C(=C(C=C1)OC)F)F)C N-[3-chloro-4-(piperazine-1-carbonyl)phenyl]-5-(2,3-difluoro-4-methoxy-phenyl)-1-methyl-imidazole-2-carboxamide